FC1=CC2=C(C3=CC=CC=C3C(=C2C=C1)OC(=O)CC(C)C)OC(=O)CC(C)C 2-fluoro-9,10-bis(isobutylcarbonyloxy)anthracene